2-(1-methylheptyl)-5-methylphenol, sodium salt [Na].CC(CCCCCC)C1=C(C=C(C=C1)C)O